syn-p-Anisaldehyde oxime C(C1=CC=C(C=C1)OC)=NO